4-(trifluoromethyl)-indan-2-amine hydrochloride Cl.FC(C1=C2CC(CC2=CC=C1)N)(F)F